5-(2,6-diazaspiro[3.3]heptan-2-ylmethyl)-2-methyl-4-(trifluoromethyl)thiazole C1N(CC12CNC2)CC2=C(N=C(S2)C)C(F)(F)F